p-nitrobenzenesulfonyl-azetidinimine [N+](=O)([O-])C1=CC=C(C=C1)S(=O)(=O)N1C(CC1)=N